BrC=1C2=CN(N=C2C(=CC1)OC[C@@H](C)OC)C (R)-4-bromo-7-(2-methoxypropoxy)-2-methyl-2H-indazole